5-acetyl-2,4-dioxohexahydro-1,3,5-triazine C(C)(=O)N1C(NC(NC1)=O)=O